3-chloro-2-fluoro-N-(6-methoxypyridin-3-yl)-4-(trifluoromethyl)-benzamide ClC=1C(=C(C(=O)NC=2C=NC(=CC2)OC)C=CC1C(F)(F)F)F